5-(difluoro-methyl)-3-methyl-1H-1,2,4-triazole FC(C1=NC(=NN1)C)F